C(C(O)C)(=O)O.N1CCCC1 pyrrolidine lactate